1-((4,7-Bis(carboxymethyl)-1,4,7-triazonan-1-yl)methyl)isochinolin-2-oxid C(=O)(O)CN1CCN(CCN(CC1)CC(=O)O)CC1=[N+](C=CC2=CC=CC=C12)[O-]